C(C1=CC=CC=C1)N1N=CC(=C1)S(=O)(=O)N1CCC(CC1)OC=1C2=C(N=CN1)C=CS2 4-((1-((1-benzyl-1H-pyrazol-4-yl)sulfonyl)piperidin-4-yl)oxy)thieno[3,2-d]pyrimidine